Potassium 6z-(chlorosulfonyl)amide ClS(=O)(=O)[NH-].[K+]